[n-butyl-di(1-adamantyl)phosphino](2-amino-1,1'-biphenyl-2-yl)palladium (II) methanesulfonate CS(=O)(=O)O.C(CCC)P(C12CC3CC(CC(C1)C3)C2)(C23CC1CC(CC(C2)C1)C3)[Pd]C3(C(=CC=CC3)C3=CC=CC=C3)N